(5-(4-fluorophenyl)-1H-pyrazol-3-yl)piperidine FC1=CC=C(C=C1)C1=CC(=NN1)N1CCCCC1